BrC=1C=NC=CC1C(CCC=CC)N 1-(3-bromopyridin-4-yl)hex-4-en-1-amine